CC1(OB(OC1(C)C)C1=C(C=C(C=C1)[N+](=O)[O-])C)C 4,4,5,5-tetramethyl-2-(2-methyl-4-nitrophenyl)-1,3,2-dioxaborolane